BrC=1C=CC(=C(C[N+]#[C-])C1)F 5-BROMO-2-FLUOROBENZYLISOCYANIDE